C(C)(C)(C)OC(=O)NCCCC(=O)O 4-[(tert-butoxycarbonyl)amino]butanoic acid